CC1=NC=C(C(=O)NCCCC2=CC=C(C=C2)C=2C=C3C=NN(C3=CC2)C)C=C1 6-methyl-N-(3-(4-(1-methyl-1H-indazol-5-yl)phenyl)propyl)nicotinamide